Tert-butyl-5-cyclopropyl-3-(2,6-dichlorophenyl)-4-(((3,3-difluoro-1-(4-iodophenyl)piperidin-4-yl)oxy)methyl)isoxazole C(C)(C)(C)N1OC(=C(C1C1=C(C=CC=C1Cl)Cl)COC1C(CN(CC1)C1=CC=C(C=C1)I)(F)F)C1CC1